[Cu]=O.[K].[Sr] strontium-potassium-copper-oxide